6-methoxy-7-nitro-3,4-dihydroisoquinolin-1(2H)-one COC=1C=C2CCNC(C2=CC1[N+](=O)[O-])=O